1-iodopropyl pivalate C(C(C)(C)C)(=O)OC(CC)I